bis(3-tert-butyl-4-hydroxy-5-methylphenyl)propionat C(C)(C)(C)C=1C=C(C=C(C1O)C)C(C(=O)[O-])(C)C1=CC(=C(C(=C1)C)O)C(C)(C)C